C(#N)C=1C=CC2=C(C(CC3=NC=CC=C3O2)CNC(OC(C)(C)C)=O)C1 tert-butyl ((8-cyano-10,11-dihydrobenzo[6,7]oxepino[3,2-b]pyridin-10-yl)methyl)carbamate